N-((6-methoxypyridin-3-yl)methyl)-2-(2-((3-methyl-1H-pyrazol-5-yl)amino)-5,6-dihydro-1,7-naphthyridin-7(8H)-yl)-2-oxoacetamide COC1=CC=C(C=N1)CNC(C(=O)N1CCC=2C=CC(=NC2C1)NC1=CC(=NN1)C)=O